C1(CCC1)N1C(C(=CC=C1)NC(C1=C(C=C(C=C1)NS(=O)(=O)CCO)N1CCC2(CC2)CC1)=O)=O N-(1-cyclobutyl-2-oxo-1,2-dihydropyridin-3-yl)-4-((2-hydroxyethyl)sulfonamido)-2-(6-azaspiro[2.5]octan-6-yl)benzamide